2-amino-1-(3,4-dichlorophenyl)ethan-1-ol NCC(O)C1=CC(=C(C=C1)Cl)Cl